5-bromo-7-((trans)-4-(4-methylpiperazin-1-yl)cyclohexyl)-7H-pyrrolo[2,3-d]pyrimidin-4-amine BrC1=CN(C=2N=CN=C(C21)N)[C@@H]2CC[C@H](CC2)N2CCN(CC2)C